tert-butyl-[1-(4-fluorophenyl)but-3-enoxy]-dimethyl-silane C(C)(C)(C)[Si](C)(C)OC(CC=C)C1=CC=C(C=C1)F